BrC1=C(N=CN1C)C1=NC(=NC=C1C(F)(F)F)NC1CCN(CC1)S(=O)(=O)C 4-(5-bromo-1-methyl-1H-imidazol-4-yl)-N-(1-(methylsulfonyl)piperidin-4-yl)-5-(trifluoromethyl)pyrimidin-2-amine